Magnesium-Gallium-Oxide [O-2].[Ga+3].[Mg+2]